5,7-Dimethoxy-8-prenylflavan COC1=C2CCC(OC2=C(C(=C1)OC)CC=C(C)C)C1=CC=CC=C1